N1=C(C=CC2=CC=CC=C12)C1=N[N-]C(N1C1=CC=C(C=C1)C(F)(F)F)=S.[Na+] Sodium 3-(quinolin-2-yl)-5-thioxo-4-(4-(trifluoromethyl)phenyl)-4,5-dihydro-1,2,4-triazol-1-ide